C(C)[C@]1(C(OCC=2C(N3CC=4N(C5=CC=C(C=C5C(C4C3=CC21)=O)F)[C@H]2CN([C@@H](C2)C(C)(C)O)C)=O)=O)O (S)-4-ethyl-8-fluoro-4-hydroxy-11-((3R,5S)-5-(2-hydroxypropane-2-yl)-1-methylpyrrolidin-3-yl)-1H-pyrano[3',4':6,7]indolizino[2,1-b]quinoline-3,6,14(4H,11H,12H)-trione